BrC=1C(=NC(=NC1)Cl)NC1=CC=CCN1N=S(=O)(C)C ((6-((5-bromo-2-chloropyrimidin-4-yl)amino)pyridin-1-yl)imino)dimethyl-λ6-sulfanone